C(NC(=O)C1=NC=C(C=C1)N1CCN(CC1)CC=1C=NC=2C=C(C(NC2C1)=O)C)([2H])([2H])[2H] N-(methyl-d3)-5-(4-((7-methyl-6-oxo-5H-1,5-naphthyridin-3-yl)methyl)piperazin-1-yl)Pyridine-2-carboxamide